6-(2,3-dimethyl-phenyl)-5-[4-[(3S)-1-(3-fluoropropyl)pyrrolidin-3-yl]oxyphenyl]-8,9-dihydro-7H-benzo[7]annulen-2-ol CC1=C(C=CC=C1C)C1=C(C2=C(CCC1)C=C(C=C2)O)C2=CC=C(C=C2)O[C@@H]2CN(CC2)CCCF